C(#N)C=1C=C(OC2=CN=C(S2)NC(=O)[C@@H]2N(CCC2)S(N)(=O)=O)C=C(C1)F (2R)-N-[5-(3-cyano-5-fluoro-phenoxy)thiazol-2-yl]-1-sulfamoyl-pyrrolidine-2-carboxamide